N-[2-(4,4-Difluoro-1-piperidyl)phenyl]-5-(2-methoxy-2-propyl)thiophene-2-sulfonamide FC1(CCN(CC1)C1=C(C=CC=C1)NS(=O)(=O)C=1SC(=CC1)C(C)(C)OC)F